6-[1-[1-[2-Cyano-3-isothiazol-4-yl-prop-2-enoyl]-4-piperidinyl]-5-methyl-pyrazol-4-yl]-4-methoxy-pyrazolo[1,5-a]pyridine-3-carbonitrile C(#N)C(C(=O)N1CCC(CC1)N1N=CC(=C1C)C=1C=C(C=2N(C1)N=CC2C#N)OC)=CC=2C=NSC2